(2,6-dimethyl-piperidin-1-yl)-acetic acid hydrochloride Cl.CC1N(C(CCC1)C)CC(=O)O